FC1=C(C=CC=C1)C(C=1N=C2N(C=C(C(=C2)OC)C#N)C1CC)(O)C1=C(C=CC=C1)F 2-[bis(2-fluorophenyl)(hydroxy)methyl]-3-ethyl-7-methoxyimidazo[1,2-a]pyridine-6-carbonitrile